N-morpholinyl-(3-nitrophenyl)methanone N1(CCOCC1)C(=O)C1=CC(=CC=C1)[N+](=O)[O-]